C(C)C1(C=CC=C1)[Ti](N(C)CC)(N(C)CC)N(CC)C (ethylcyclopentadienyl)tris(methylethylamino)titanium